tert-butyl ((1r,4r)-4-(2-(6-(5-(4-fluoro-2-(N-methyl-isobutyramido) phenoxy)pyrimidin-4-yl)-2,6-diazaspiro[3.3]heptan-2-yl)ethyl) cyclohexyl)carbamate FC1=CC(=C(OC=2C(=NC=NC2)N2CC3(CN(C3)CCC3CCC(CC3)NC(OC(C)(C)C)=O)C2)C=C1)N(C(C(C)C)=O)C